(R)-2-(9-(4-fluorophenyl)-6-oxaspiro[4.5]decan-9-yl)-N-(2-(pyridin-4-yl)benzyl)ethylamine difumarate C(\C=C\C(=O)O)(=O)O.C(\C=C\C(=O)O)(=O)O.FC1=CC=C(C=C1)[C@@]1(CCOC2(CCCC2)C1)CCNCC1=C(C=CC=C1)C1=CC=NC=C1